ClC1=CC=C2C(=N1)C=C(N2)C(=O)N(C)OC 5-chloro-N-methoxy-N-methyl-1H-pyrrolo[3,2-b]pyridine-2-carboxamide